C1(CCCCC1)C1=NC=NC(=C1)C1CCCCC1 4,6-dicyclohexylpyrimidine